ClC=1C=C2C(=C3C1NC(NC31CCCCC1)=O)OC(=N2)CN2CCN(CC2)CC(F)F 5-chloro-2-{[4-(2,2-difluoroethyl)piperazin-1-yl]methyl}-7,8-dihydro-6H-spiro[[1,3]oxazolo[5,4-f]quinazoline-9,1'-cyclohexane]-7-one